FC1=CC=C(C=C1)N1C(C2=CC=C(C=C2C1)OCC=1N=COC1C)=O (4-fluorophenyl)-5-((5-methyloxazol-4-yl)methoxy)isoindolin-1-one